C(CCCCC(C)C)C(C(=O)[O-])CCCCCC(C)C diisooctylacetate